(2-hydroxyethyl)-3-methyl-1H-pyrazol-5-ol OCCN1N=C(C=C1O)C